O.O.O.[Sn](Cl)(Cl)(Cl)Cl tin chloride trihydrate